BrCCCCCCCCCCCCCCCCCCCCCC(=O)OCC ethyl 22-bromodocosanoate